C(C)(C)(C)N1N=C(C=C1[C@@H]1C[C@@H](CC1)OC=1C=NC=CC1C(=C)C)NC(CC1=CC(=NO1)C)=O N-(1-(tert-butyl)-5-((1S,3R)-3-((4-(prop-1-en-2-yl)pyridin-3-yl)oxy)cyclopentyl)-1H-pyrazol-3-yl)-2-(3-methylisoxazol-5-yl)acetamide